P(O)(=O)(OP(=O)(O)OP(=O)(O)O)OC[C@@H]1[C@H]([C@H]([C@@H](O1)N1C(=O)N=C(N)C(=C1)Br)O)O 5-Bromocytidine triphosphate